1,4-bishydroxyethylcyclohexane OCCC1CCC(CC1)CCO